C1(=CC=CC=C1)C1=NNC(C2=CC=C(C=C12)C1=CC=CC=C1)=O 4,6-diphenylphthalazin-1(2H)-one